C(C)(C)(C)OC(C(CC(=O)O)NC(=O)OC(C)(C)C)=O 4-(tert-butoxy)-3-((tert-butoxycarbonyl)amino)4-oxobutanoic acid